ethyl 5-(3-hydroxy-5-methoxyphenyl)nicotinate OC=1C=C(C=C(C1)OC)C=1C=NC=C(C(=O)OCC)C1